ClC=1C=C(CNCC2=NC(=NO2)C2=CN=C3N2N=C(C=C3)NC=3C=C2C=NNC2=CC3)C=CC1OC 3-{5-{[(3-chloro-4-methoxybenzyl)amino]methyl}-1,2,4-oxadiazol-3-yl}-N-(1H-indazol-5-yl)imidazo[1,2-b]pyridazin-6-amine